FC(C(C(C(C(C(C(F)(F)F)(F)F)(F)F)(F)F)(F)F)(F)F)(S(=O)(=O)[O-])F Perfluoro-1-heptanesulfonate